11-(4-(diisopropylamino)butyl)-2,2,3,3,19,19,20,20-octamethyl-4,18-dioxa-3,19-disilaheneicosane-11-ol C(C)(C)N(CCCCC(CCCCCCO[Si](C(C)(C)C)(C)C)(CCCCCCO[Si](C(C)(C)C)(C)C)O)C(C)C